benzyl-(5-chloro-2-fluoro-4-nitrobenzene) C(C1=CC=CC=C1)C1=C(C=C(C(=C1)Cl)[N+](=O)[O-])F